OC1=CC=C2C3=C(C(OC2=C1)=O)C=C(C=C3)OC 3-hydroxy-8-methoxy-6H-benzo[c]chromen-6-one